CC(CCOC(CCCCCCCNCCO)=O)CCC=C(C)C 8-((2-hydroxyethyl)amino)octanoic acid 3,7-dimethyloct-6-en-1-yl ester